N1C=CC=2C1=NC=C(C2)CNC(=O)C=2OC=C(N2)C2=NC(=NC=C2C)NC2=CC=NN2C N-((1H-pyrrolo[2,3-b]pyridin-5-yl)methyl)-4-(5-methyl-2-((1-methyl-1H-pyrazol-5-yl)amino)pyrimidin-4-yl)oxazole-2-carboxamide